4-Amino-8-(2-fluoro-5-((2-methyloxazol-4-yl)methoxy)phenyl)-2-oxo-N-propyl-1,2-dihydroquinoline-3-carboxamide NC1=C(C(NC2=C(C=CC=C12)C1=C(C=CC(=C1)OCC=1N=C(OC1)C)F)=O)C(=O)NCCC